Cl[Ru-2](=CC1=C(C=CC=C1)OC(C)C)Cl dichloro(2-isopropoxyphenylmethylene)ruthenium (II)